CC=1N=C(SC1C)NC(=NC(=O)NC1=CC=CC=C1)N 4,5-dimethylthiazol-2-yl-N''-(aniline-carbonyl)-guanidine